6-(4-(2-(2-fluorobenzamido)propane-2-yl)-2-(6-methylpyridin-2-yl)-1H-imidazol-1-yl)imidazo[1,2-a]pyridine-3-carboxamide FC1=C(C(=O)NC(C)(C)C=2N=C(N(C2)C=2C=CC=3N(C2)C(=CN3)C(=O)N)C3=NC(=CC=C3)C)C=CC=C1